FC1=CC=C2C(=CNC2=C1)CC(=O)NC1C(CN(CC1)C(C)C)C(=O)OC methyl 4-(2-(6-fluoro-1H-indol-3-yl)acetamido)-1-isopropylpiperidine-3-carboxylate